6-(1,1,1-trifluoro-2-methylpropan-2-yl)pyridin FC(C(C)(C)C1=CC=CC=N1)(F)F